CC(C(C(C(=O)[O-])(C1CCNCC1)C)(C)C)CCCCCCCCCCCC tetramethylpiperidin-4-yl-hexadecanoate